FC1=CC=C(C=C1)C1=CC2=C(N=C(O2)S)C=C1 6-(4-fluorophenyl)benzo[d]oxazole-2-thiol